C(C)(C)(C)OC(=O)N1CCC(CC1)C1=NOC(=N1)C1=CC(=C(C=C1)OC)OC 4-[5-(3,4-dimethoxyphenyl)-1,2,4-oxadiazol-3-yl]piperidine-1-carboxylic acid tert-butyl ester